CC1(C2=CC=CC=C2C=2C=CC=C(C12)C=1C=C(C=C(C1)C1=CC=CC=2C3=CC=CC=C3C(C12)(C)C)N(C1=C(C=C(C#N)C=C1)C#N)C1=NC=NC=N1)C 4-((3,5-Bis(9,9-dimethyl-9H-fluoren-1-yl)phenyl)(1,3,5-triazin-2-yl)amino)isophthalonitrile